C1(CC1)NC(C1=C(C=C(C(=C1)C=1C=NC(=C(C1)C1=CN=C(O1)C)N[C@H](CO)C)C)F)=O (S)-N-cyclopropyl-2-fluoro-5-(6-((1-hydroxypropan-2-yl)amino)-5-(2-methyloxazol-5-yl)pyridin-3-yl)-4-methylbenzamide